N-(2-ethyl-6-(1-(3-(pyrrolidin-1-yl)propylsulfonyl)piperidin-4-yl)imidazo[1,2-a]pyridin-3-yl)-4-(4-fluorophenyl)-N-methylthiazol-2-amine C(C)C=1N=C2N(C=C(C=C2)C2CCN(CC2)S(=O)(=O)CCCN2CCCC2)C1N(C=1SC=C(N1)C1=CC=C(C=C1)F)C